C(C)(C)(C)C=1C=C(C(=C(C1)C1=CC=CC=C1)NC1=CC(=CC=C1)F)C1=CC=CC=C1 5'-(tert-butyl)-N-(3-fluorophenyl)-[1,1':3',1''-terphenyl]-2'-amine